COCCS(=O)(=O)CC1=CC=C(C=C1)NC1=NC=C2CCN(CC2=C1)C1=C(C2=C(OCCN2C(=O)OC(C)(C)C)N=C1)C tert-butyl 7-[7-({4-[(2-methoxyethanesulfonyl)methyl]phenyl}amino)-1,2,3,4-tetrahydro-2,6-naphthyridin-2-yl]-8-methyl-1H,2H,3H-pyrido[2,3-b][1,4]oxazine-1-carboxylate